5-(2,2-difluoroethoxy)-3-methoxy-N,N-bis(4-methoxybenzyl)pyridin-2-amine FC(COC=1C=C(C(=NC1)N(CC1=CC=C(C=C1)OC)CC1=CC=C(C=C1)OC)OC)F